8-fluoro-4-(2-oxa-6-azaspiro[3.4]oct-6-yl)pyridin tert-butyl-(R)-(3-(3-fluorophenyl)-3-hydroxypropoxy)carbamate C(C)(C)(C)N(C(O)=O)OCC[C@@H](O)C1=CC(=CC=C1)F.FC1CN(CC12COC2)C2=CC=NC=C2